(6-(piperidin-4-yl)quinolin-3-yl)pyrimidine-2,4(1H,3H)-dione hydrochloride Cl.N1CCC(CC1)C=1C=C2C=C(C=NC2=CC1)N1C(NC(C=C1)=O)=O